BrC=1C=CC2=C(OCCN2C(CCCl)=O)C1 1-(7-bromo-2,3-dihydro-4H-benzo[b][1,4]oxazine-4-yl)-3-chloropropane-1-one